di-tert-butyl (3-{3-[(4-iodo-5-methyl-1H-pyrazol-1-yl)methyl]-5,7-dimethyltricyclo[3.3.1.13,7]decan-1-yl}propyl)-2-imidodicarbonate IC=1C=NN(C1C)CC12CC3(CC(CC(C1)(C3)C)(C2)C)CCCN(C(=O)OC(C)(C)C)C(=O)OC(C)(C)C